OCC(=O)N1CCC(CC1)OCCOC1=CC=C(OC2=C(C=C3C=NN(C3=C2)C)C(=O)N)C=C1 6-[4-[2-[[1-(2-hydroxyacetyl)-4-piperidyl]oxy]ethoxy]phenoxy]-1-methyl-indazole-5-carboxamide